The molecule is a member of the class of naphthols that is 2-naphthol carrying an additional bromo substituent at position 6. It is a member of naphthols and an organobromine compound. It derives from a 2-naphthol. C1=CC2=C(C=CC(=C2)Br)C=C1O